N-Boc-L-3,5-difluoro-phenylalanine C(=O)(OC(C)(C)C)N[C@@H](CC1=CC(=CC(=C1)F)F)C(=O)O